1,4-bis(isocyanato)benzene N(=C=O)C1=CC=C(C=C1)N=C=O